FC1=C(CN[C@@H]2[C@H](CCCC2)CC=2C=C3CN(C(C3=CC2)=O)C2C(NC(CC2)=O)=O)C=CC(=C1)F 3-(5-(((1R,2S)-2-((2,4-difluorobenzyl)amino)cyclohexyl)methyl)-1-oxoisoindolin-2-yl)piperidine-2,6-dione